1-tert-Butoxycarbonyl-6-Methyl-1H-Indole C(C)(C)(C)OC(=O)N1C=CC2=CC=C(C=C12)C